terephthalic acid mono(2-hydroxyethyl) ester OCCOC(C1=CC=C(C(=O)O)C=C1)=O